(S)-N-(5-(4-(4-((5-azido-7-((1-((tert-butyldiphenylsilyl)oxy)pentan-2-yl)amino)-2H-pyrazolo[4,3-d]pyrimidin-2-yl)methyl)-3,5-dimethoxyphenyl)piperazin-1-yl)-5-oxopentyl)stearamide N(=[N+]=[N-])C=1N=C(C=2C(N1)=CN(N2)CC2=C(C=C(C=C2OC)N2CCN(CC2)C(CCCCNC(CCCCCCCCCCCCCCCCC)=O)=O)OC)N[C@H](CO[Si](C2=CC=CC=C2)(C2=CC=CC=C2)C(C)(C)C)CCC